CN(C(CN1CCN(CC1)C1=CC2=C(CC(O2)(C)C)C=C1NC(=O)C=1C=NN2C1N=CC=C2)=O)C N-(6-(4-(2-(Dimethylamino)-2-oxoethyl)piperazin-1-yl)-2,2-dimethyl-2,3-dihydrobenzo-furan-5-yl)pyrazolo[1,5-a]pyrimidine-3-carboxamide